3-((1S,3S)-1-(3-(benzyloxy)-5-bromophenyl)-3-methylcyclobutyl)-4-methyl-4H-1,2,4-triazole C(C1=CC=CC=C1)OC=1C=C(C=C(C1)Br)C1(CC(C1)C)C1=NN=CN1C